C1(=CC(=CC=C1)C1=NC(=NC(=N1)C=1C=C(C=CC1)C1=CC=CC=C1)Br)C1=CC=CC=C1 2,4-bis([1,1'-biphenyl]-3-yl)-6-bromo-1,3,5-triazine